4-((1-(((7-(4-ethynylbenzo[b]thiophen-3-yl)-6,8-difluoro-4-((1S,5R)-1-methyl-3,8-diazabicyclo[3.2.1]octan-3-yl)quinazolin-2-yl)oxy)methyl)cyclopropyl)methyl)morpholine C(#C)C1=CC=CC=2SC=C(C21)C2=C(C=C1C(=NC(=NC1=C2F)OCC2(CC2)CN2CCOCC2)N2C[C@@]1(CC[C@H](C2)N1)C)F